tert-butyl 6-(1H-pyrazol-1-yl)-1,4-oxazepane-4-carboxylate N1(N=CC=C1)C1CN(CCOC1)C(=O)OC(C)(C)C